N-(dihydroxyethyl)trifluoroacetamide OC(CNC(C(F)(F)F)=O)O